[Si](C1=CC=CC=C1)(C1=CC=CC=C1)(C(C)(C)C)O[C@@H]1C[C@@H](N(C1)C(=O)OC(C)(C)C)COC (2R,4R)-tert-butyl 4-((tert-butyldiphenylsilyl)oxy)-2-(methoxymethyl)pyrrolidine-1-carboxylate